FC(C=1C=CC2=C(N=C(S2)CNN2C(OCC2)=O)C1)(F)F 3-(((5-(trifluoromethyl)benzo[d]thiazol-2-yl)methyl)amino)oxazolidin-2-one